F[C@@H]1C[C@@H](N2N=C(N=C21)C(=O)[C@H]2[C@H](C2)F)C2=CC=CC=C2 ((5R,7R)-7-fluoro-5-phenyl-6,7-dihydro-5H-pyrrolo[1,2-b][1,2,4]triazol-2-yl)((1S,2S)-2-fluorocyclopropyl)methanone